nickel-manganese-oxide lithium [Li+].[O-2].[Mn+2].[Ni+2]